3,3,3-Trifluoro-N-(2-fluoro-4-(8-isopropyl-7-oxo-2-(piperidin-4-ylamino)-7,8-dihydropyrido[2,3-d]pyrimidin-6-yl)phenyl)propane-1-sulfonamide FC(CCS(=O)(=O)NC1=C(C=C(C=C1)C1=CC2=C(N=C(N=C2)NC2CCNCC2)N(C1=O)C(C)C)F)(F)F